C(N)(=O)C1(CC1)N1C(C(=CC=C1)COC=1C=CC2=C(C=C(O2)C)C1)OC N-(1-carbamoylcyclopropyl)-5-((2-methoxypyridin-3-yl)methoxy)-2-methylbenzofuran